Cl.NC1(CCN(CC1)C(=O)OCC1=CC=CC=C1)C1=CC(=C(C=C1)Cl)C benzyl 4-amino-4-(4-chloro-3-methyl-phenyl)piperidine-1-carboxylate hydrochloride